2-(4-(3-(2,4-dioxotetrahydropyrimidin-1(2H)-yl)-1-methyl-1H-indazol-6-yl)-3,3-difluoropiperidin-1-yl)acetic acid O=C1N(CCC(N1)=O)C1=NN(C2=CC(=CC=C12)C1C(CN(CC1)CC(=O)O)(F)F)C